N1(CCCCC1)N(C([O-])=O)N1CCCCC1 dipiperidinylcarbamate